O1C=CC2=C1C=C(C=C2)C(=O)N2CC1=CC(=C(C(=C1CC2)Cl)C(=O)O)Cl 2-(6-benzofuranylcarbonyl)-5,7-dichloro-1,2,3,4-tetrahydro-6-isoquinoline-carboxylic acid